FC1=CC=C(COC(=O)C2(CCC=3N2C=NC3)C3=C(C=C(C=C3)C#N)Cl)C=C1 5-(2-Chloro-4-cyanophenyl)-6,7-dihydro-5H-pyrrolo[1,2-c]imidazole-5-carboxylic acid 4-fluorobenzyl ester